O1COC2=C1C=CC(=C2)CCNCC#C N-(2-(benzo[d][1,3]dioxol-5-yl)ethyl)prop-2-yn-1-amine